3-cyclopropyl-5-(2-fluoro-4-iodo-anilino)-6,8-dimethyl-1-(1,1,3-trioxo-1,2-benzothiazol-5-yl)pyrido[4,3-d]pyrimidine-2,4,7-trione C1(CC1)N1C(N(C=2C(C1=O)=C(N(C(C2C)=O)C)NC2=C(C=C(C=C2)I)F)C=2C=CC1=C(C(NS1(=O)=O)=O)C2)=O